2-[2-[2-(2-azidoethoxy)ethoxy]ethoxy]acetonitrile N(=[N+]=[N-])CCOCCOCCOCC#N